4-[(3-isopropyl-5-methyl-pyrazolo[1,5-a]pyrimidin-7-yl)amino]piperidine-1-carboxylic acid [(3S)-1-[(E)-4-(dimethylamino) but-2-enoyl] pyrrolidin-3-yl] ester hydrochloride Cl.CN(C/C=C/C(=O)N1C[C@H](CC1)OC(=O)N1CCC(CC1)NC1=CC(=NC=2N1N=CC2C(C)C)C)C